[Si].[Ni].[Mo].[Mn].[Cr] chromium-manganese-molybdenum-nickel-silicon